1-(Dibenzofuran-4-yl)-3,4,6-tribenzyloxy-D-glucal C1=CC=C(C=2OC3=C(C21)C=CC=C3)C=3O[C@@H]([C@]([C@@](C3)(O)OCC3=CC=CC=C3)(O)OCC3=CC=CC=C3)C(O)OCC3=CC=CC=C3